Br.NC(C(=O)O)CCBr α-amino-4-bromobutanoic acid hydrobromide